butandioic acid C(CCC(=O)O)(=O)O